4-[2-(2,6-dioxo-3-piperidyl)-1-oxo-isoindolin-5-yl]piperazine-1-carboxylic acid tert-butyl ester C(C)(C)(C)OC(=O)N1CCN(CC1)C=1C=C2CN(C(C2=CC1)=O)C1C(NC(CC1)=O)=O